N1=C(C=CC=C1)[C@H](C)N (1S)-1-(2-pyridinyl)ethanamine